CC1(CC1)C1CC2(CNC2)C1 6-(1-methylcyclopropyl)-2-azaspiro[3.3]Heptane